Cl.ClC1=CC(=C(C=C1)CCC(=O)NO)OCCCOC=1C(=NC(=NC1CC)N)N 3-(4-Chloro-2-[3-(2,4-diamino-6-ethylpyrimidin-5-yloxy)propoxy]phenyl)-N-hydroxypropanamide hydrochloride